acryloyloxybutyltrimethyl-ammonium methylsulfate COS(=O)(=O)[O-].C(C=C)(=O)OCCCC[N+](C)(C)C